OC=1C=C(C=CC1O)CC(=O)OCCCCCCCCCCCC dodecyl 3,4-dihydroxyphenylacetate